4-(2-(3,3-difluoropyrrolidin-1-yl)-9-methyl-8-(pyridin-4-yl)-9H-purin-6-yl)morpholine FC1(CN(CC1)C1=NC(=C2N=C(N(C2=N1)C)C1=CC=NC=C1)N1CCOCC1)F